CN1N=C(C2(N3C1=CC1=C3N=C(N=C1)NC1=CC=C(C=C1)S(=O)(=O)N)CCCCC2)C 4-((1',3'-dimethyl-1'H-spiro[cyclohexane-1,4'-pyrimido[5',4':4,5]pyrrolo[2,1-c][1,2,4]triazin]-7'-yl)amino)benzenesulfonamide